ethyl 3-((1-(2-ethoxy-2-oxoethyl) cyclopropyl) amino)-3-methylbutanoate C(C)OC(CC1(CC1)NC(CC(=O)OCC)(C)C)=O